C(C)(=O)OC1=C(C=CC=C1Cl)Cl 2,6-dichlorophenol acetate